(6aR,7aS,11aS)-6a,9,10,11a-tetrahydro-6H,7H-pyrido[3',2':5,6]pyrano[3,4-b]pyrrolizine C1=CC=NC2=C1[C@@H]1[C@@H](CC3=CCCN13)CO2